Sodium (2S)-2-((S)-2-((((4-fluorobenzyl)oxy)carbonyl)amino)-4-methylpentanamido)-1-hydroxy-3-((S)-2-oxopyrrolidin-3-yl)propane-1-sulfonate FC1=CC=C(COC(=O)N[C@H](C(=O)N[C@H](C(S(=O)(=O)[O-])O)C[C@H]2C(NCC2)=O)CC(C)C)C=C1.[Na+]